tetradecanyltrihexylammonium methyl-carbonate COC([O-])=O.C(CCCCCCCCCCCCC)[N+](CCCCCC)(CCCCCC)CCCCCC